5-(2-(4-((3-(cyanomethyl)-5-fluorobenzyl)amino)butoxy)ethoxy)benzo[c][2,6]naphthyridine C(#N)CC=1C=C(CNCCCCOCCOC2=NC3=C(C4=CN=CC=C24)C=CC=C3)C=C(C1)F